5-(1-(cyclohexylmethyl)-1H-pyrazol-4-yl)-1-methyl-4-phenylpyridin-2(1H)-one C1(CCCCC1)CN1N=CC(=C1)C=1C(=CC(N(C1)C)=O)C1=CC=CC=C1